2'-O-methyl adenosine-3'-phosphate P(=O)(O)(O)O[C@H]1[C@H]([C@@H](O[C@@H]1CO)N1C=NC=2C(N)=NC=NC12)OC